NC1=NC2=C(N1C)C=C(C=C2C2=C(N(N=C2)C)C2=C(C#N)C=CC=C2)Cl 2-[4-(2-amino-6-chloro-1-methyl-benzoimidazol-4-yl)-2-methyl-pyrazol-3-yl]benzonitrile